BrC1=CC(=C2C=NNC2=C1)C=1N=NN(C1)CC=1N=C2N(C=C(C=C2)CNCC2CCC2)C1 1-[2-[[4-(6-bromo-1H-indazol-4-yl)triazol-1-yl]methyl]imidazo[1,2-a]pyridin-6-yl]-N-(cyclobutylmethyl)methanamine